5-(3-(trifluoromethoxy)phenyl)-N-(3-(pyrrolidin-1-ylmethyl)-1,2,4-thiadiazol-5-yl)furan-3-Formamide FC(OC=1C=C(C=CC1)C1=CC(=CO1)C(=O)NC1=NC(=NS1)CN1CCCC1)(F)F